acetic acid, lithium salt [Li+].C(C)(=O)[O-]